(S)-1-(1-oxo-1,2-dihydroisoquinolin-4-yl)urea O=C1NC=C(C2=CC=CC=C12)NC(=O)N